COC=1C=C(C=CC1OC)C1=CC=2N(C=C1)C=CN2 7-(3,4-Dimethoxyphenyl)imidazo[1,2-a]pyridine